2,5-diphenyl-1,3,4-thiadiazole C1(=CC=CC=C1)C=1SC(=NN1)C1=CC=CC=C1